5-(3-Cyanophenyl)-2-methyl-N-(3-(2-(methylamino)propyl)-1,2,4-thiadiazol-5-yl)furan-3-carboxamide C(#N)C=1C=C(C=CC1)C1=CC(=C(O1)C)C(=O)NC1=NC(=NS1)CC(C)NC